2-bromo-2-methyl-N-[3-(triethoxysilyl)propyl]propanamide BrC(C(=O)NCCC[Si](OCC)(OCC)OCC)(C)C